(3R,8aR)-3-[8-amino-1-(4-{(1R)-1-hydroxy-1-[3-(trifluoromethyl)phenyl]ethyl}phenyl)imidazo[1,5-a]pyrazin-3-yl]hexahydro-6H-pyrrolo[2,1-c][1,4]oxazin-6-one NC=1C=2N(C=CN1)C(=NC2C2=CC=C(C=C2)[C@](C)(C2=CC(=CC=C2)C(F)(F)F)O)[C@H]2CN1[C@@H](CO2)CCC1=O